4-(2,5-dichlorothiophen-3-yl)butan-1-amine ClC=1SC(=CC1CCCCN)Cl